1-(5-(2-fluorophenyl)-4-methoxy-1-((6-methoxypyridin-3-yl)sulfonyl)-1H-pyrrol-3-yl)-N-methyl-methanamine FC1=C(C=CC=C1)C1=C(C(=CN1S(=O)(=O)C=1C=NC(=CC1)OC)CNC)OC